ClC1=C(C=O)C=C(C(=C1)F)F 2-chloro-4,5-difluorobenzaldehyde